OCCN1N=CC(=C1)NC1=NC=C2C(=N1)N(C(NC2)=O)C 7-[[1-(2-hydroxyethyl)pyrazol-4-yl]amino]-1-methyl-4H-pyrimido[4,5-d]pyrimidin-2-one